C(C)(C)(C)OC(N[C@H]1C[C@@H](OCC1=C)C(=O)N1[C@H](C2=CC=CC=C2CC1)C1=CC=C(C=C1)F)=O ((2R,4S)-2-((S)-1-(4-fluorophenyl)-1,2,3,4-tetrahydroisoquinoline-2-carbonyl)-5-methylenetetrahydro-2H-pyran-4-yl)carbamic acid tert-butyl ester